4-amino-7-fluoro-N-(1-methyl-1H-pyrazol-3-yl)-N-(6-(trifluoromethyl)-2,3-dihydrobenzofuran-3-yl)-1,3-dihydrofuro[3,4-c]quinolin-8-carboxamide NC1=NC=2C=C(C(=CC2C2=C1COC2)C(=O)N(C2COC1=C2C=CC(=C1)C(F)(F)F)C1=NN(C=C1)C)F